(1S,9S)-1-(Dimethylamino)-9-ethyl-5-fluoro-9-hydroxy-4-methyl-1,2,3,9,12,15-hexahydro-10H,13H-benzo[de]pyrano[3',4':6,7]indolizino[1,2-b]quinoline-10,13-dione CN([C@H]1CCC=2C=3C1=C1C(=NC3C=C(C2C)F)C2=CC3=C(C(N2C1)=O)COC([C@]3(O)CC)=O)C